(3,4-difluorophenyl)-3,3-dimethyl-N-pentylmorpholine-4-carboxamide FC=1C=C(C=CC1F)C1C(N(CCO1)C(=O)NCCCCC)(C)C